8-((1-methyl-1H-indazol-5-yl)carbamoyl)-7-(1-methylcyclobutyl)-2-oxo-1,2-dihydroquinoline-3-carboxylic acid CN1N=CC2=CC(=CC=C12)NC(=O)C=1C(=CC=C2C=C(C(NC12)=O)C(=O)O)C1(CCC1)C